2-(tert-butyl)-4-ethyl-6-isopropylphenol C(C)(C)(C)C1=C(C(=CC(=C1)CC)C(C)C)O